FC1=C(COC2=C(C(N(C(=C2)C)C=2C(=NC(=NC2)C(=O)N)C)=O)Br)C=CC(=C1)F 5-(4-(2,4-difluorobenzyloxy)-3-bromo-6-methyl-2-oxopyridin-1(2H)-yl)-4-methylpyrimidine-2-carboxamide